methyl 1-[2-(1,3-dioxoisoindolin-2-yl) ethyl]-4-morpholino-piperidine-2-carboxylate O=C1N(C(C2=CC=CC=C12)=O)CCN1C(CC(CC1)N1CCOCC1)C(=O)OC